2-((2S)-4-(7-(8-chloro-7-fluoronaphthalen-1-yl)-2-(3,3-difluoro-2-methylpropoxy)-5,6,7,8-tetrahydropyrido[3,4-d]pyrimidin-4-yl)-1-(2-fluoroacryloyl)piperazin-2-yl)acetonitrile ClC=1C(=CC=C2C=CC=C(C12)N1CC=2N=C(N=C(C2CC1)N1C[C@@H](N(CC1)C(C(=C)F)=O)CC#N)OCC(C(F)F)C)F